3-((4-((5-Cyclopropyl-3-(3,5-dichloropyridin-4-yl)isoxazol-4-yl)methoxy)bicyclo[2.2.2]octan-1-yl)methoxy)-1-isopropyl-4-methyl-1H-pyrazol C1(CC1)C1=C(C(=NO1)C1=C(C=NC=C1Cl)Cl)COC12CCC(CC1)(CC2)COC2=NN(C=C2C)C(C)C